methyl 2-(5-cyclohexyl-2-methyl-phenoxy)acetate C1(CCCCC1)C=1C=CC(=C(OCC(=O)OC)C1)C